BrC1=CC=C(C=C1)NNC(=O)C=1C=C2C=CC=NC2=CC1 N'-(4-bromophenyl)quinoline-6-carbohydrazide